C(#N)C1=C(C=C(OCC2(CN(C2)S(=O)(=O)C2=C(C=C(C=C2)Cl)Cl)C(=O)O)C=C1)F 3-((4-cyano-3-fluorophenoxy)methyl)-1-((2,4-dichlorophenyl)sulfonyl)azetidine-3-carboxylic acid